1-[(8-cyclopropyl-4-{[(4,5-difluoro-1H-benzimidazol-2-yl)methyl]amino}pyrazolo[1,5-a][1,3,5]triazin-2-yl)(methyl)amino]-2-methylpropan-2-ol C1(CC1)C=1C=NN2C1N=C(N=C2NCC2=NC1=C(N2)C=CC(=C1F)F)N(CC(C)(O)C)C